(4-(4-Ethylpyridin-3-yl)-7-fluoro-6-(1,2,5,6-tetrahydropyridin-3-yl)-1H-indol-2-yl)(1-ethylpyrrolo[3,4-c]pyrazol-5(1H,4H,6H)-yl)methanone C(C)C1=C(C=NC=C1)C1=C2C=C(NC2=C(C(=C1)C=1CNCCC1)F)C(=O)N1CC=2N(N=CC2C1)CC